IC1=C(C=C(C=C1)[N+](=O)[O-])C(F)(F)F 1-iodo-4-nitro-2-(trifluoromethyl)benzene